5-fluoro-2-(7-(isothiazol-4-yl)-3-oxoisoindolin-5-yl)benzonitrile FC=1C=CC(=C(C#N)C1)C=1C=C2C(NCC2=C(C1)C=1C=NSC1)=O